4-[4-(diphenylmethyl)piperazin-1-yl]-3-(hydroxymethyl)-1-methyl-1,2-dihydroquinolin-2-one C1(=CC=CC=C1)C(N1CCN(CC1)C1=C(C(N(C2=CC=CC=C12)C)=O)CO)C1=CC=CC=C1